2-(2-((3R,4R)-3-Amino-4-fluoropiperidin-1-yl)-6-fluoro-1H-benzo[d]imidazol-1-yl)-N-methyl-N-((R)-tetrahydrofuran-3-yl)acetamid N[C@@H]1CN(CC[C@H]1F)C1=NC2=C(N1CC(=O)N([C@H]1COCC1)C)C=C(C=C2)F